C(C)(C)(C)OC(=O)[C@@H](CCCCNC1=CC(=CC(=C1)OC)F)[C@@H]1CN(CC1)C(=O)OC(C)(C)C tert-Butyl (3R)-3-[(1S)-1-tert-butoxycarbonyl-5-(3-fluoro-5-methoxy-anilino)pentyl]pyrrolidine-1-carboxylate